4-(aminomethyl)-7-(2-fluorophenyl)phthalazin NCC1=NN=CC2=CC(=CC=C12)C1=C(C=CC=C1)F